4-ethyl-m-xylene C(C)C1=C(C=C(C=C1)C)C